FC(S(=O)(=O)C=1C=C(C=CC1)CN1CCC2(CN(C2)C(=O)N2CC3(C2)NC(COC3)=O)C1)(F)F 2-[7-[[3-(trifluoromethylsulfonyl)phenyl]methyl]-2,7-diazaspiro[3.4]octane-2-carbonyl]-8-oxa-2,5-diazaspiro[3.5]nonan-6-one